5-PYRIMIDINEACETIC ACID N1=CN=CC(=C1)CC(=O)O